F\C(=C/CN1C(C2=CC=CC=C2C1=O)=O)\C(S(=O)(=O)C1=C(OC=C1)C)(F)F (Z)-2-(3,4,4-trifluoro-4-((2-methylfuran-3-yl)sulfonyl)but-2-en-1-yl)isoindoline-1,3-dione